racemic-2-(((3-butyl-3-ethyl-5-(4-fluorophenyl)-7-(methylthio)-1,1-dioxo-2,3,4,5-tetrahydro-1,5-benzothiazepin-8-yl)methyl)thio)acetic acid C(CCC)[C@]1(CS(C2=C(N(C1)C1=CC=C(C=C1)F)C=C(C(=C2)CSCC(=O)O)SC)(=O)=O)CC |r|